tert-butyl 5-amino-4-(7-(((1R,4R)-4-((tert-butyldimethylsilyl)oxy)cyclohexyl)oxy)-6-(hydroxymethyl)-1-oxoisoindolin-2-yl)-5-oxopentanoate NC(C(CCC(=O)OC(C)(C)C)N1C(C2=C(C(=CC=C2C1)CO)OC1CCC(CC1)O[Si](C)(C)C(C)(C)C)=O)=O